NC1=C(C(=NN1C1CCOCC1)C1=C(C=C(C(=C1)F)Cl)F)C#N 5-Amino-3-(4-chloro-2,5-difluoro-phenyl)-1-tetrahydropyran-4-yl-pyrazole-4-carbonitrile